2-(2-chloro-5-nitrophenoxy)-N,N-dimethylethan-1-amine ClC1=C(OCCN(C)C)C=C(C=C1)[N+](=O)[O-]